7-(3,3-Dimethylbut-1-yn-1-yl)-5-(2-((5-methyl-1H-pyrazol-3-yl)amino)pyridin-4-yl)-1H-indazol-3-amine CC(C#CC=1C=C(C=C2C(=NNC12)N)C1=CC(=NC=C1)NC1=NNC(=C1)C)(C)C